C(CC(O)(C(=O)O)CC(=O)O)(=O)O.OC=1C=CC=C2C=CC=NC12 L-8-hydroxyquinoline citrate